3-(N,N-dimethylamino)-5,5-dimethylcyclohex-2-en-1-one CN(C)C1=CC(CC(C1)(C)C)=O